FC1=C(C=CC=C1)[B-](C1=C(C=CC=C1)F)(C1=C(C=CC=C1)F)C1=C(C=CC=C1)F.[O+]1=CC=CC2=CC=CC=C12 chromen-1-ium tetrakis(fluorophenyl)borate